The molecule is a carbobicyclic compound and sesquiterpene that is 1,2,3,4,5,6,7,8-octahydroazulene which is substituted by methyl groups at positions 1 and 4 and by a (prop-1-en-2-yl group at position 7 (the 1S,4S,7R enantiomer). It has a role as a volatile oil component and a plant metabolite. It is a carbobicyclic compound and a sesquiterpene. C[C@H]1CC[C@H](CC2=C1CC[C@@H]2C)C(=C)C